(((8-bromo-6-cyclopropylimidazo[1,2-a]pyridin-2-yl)methyl)(4-methoxybenzyl)amino)-7-((1S*,2S*)-2-(4-methylpyrimidin-2-yl)cyclopropyl)pyrido[2,3-d]pyrimidin-5-ol BrC=1C=2N(C=C(C1)C1CC1)C=C(N2)CN(CC2=CC=C(C=C2)OC)C=2N=CC1=C(N2)N=C(C=C1O)[C@@H]1[C@H](C1)C1=NC=CC(=N1)C |o1:35,36|